tert-Butyl (5S)-5-methyl-2,2-dioxo-1,2,3-oxathiazolidine-3-carboxylate C[C@H]1CN(S(O1)(=O)=O)C(=O)OC(C)(C)C